C(C1=CC=CC=C1)OC1=NC(=CC=C1C1=NN(C2=C(C=CC=C12)NC[C@H]1CN(CCC1)C(=O)OC(C)(C)C)C)OCC1=CC=CC=C1 tert-butyl (S)-3-(((3-(2,6-bis(benzyloxy)pyridin-3-yl)-1-methyl-1H-indazol-7-yl)amino)methyl)piperidine-1-carboxylate